sodium iron ferric phosphate P(=O)([O-])([O-])[O-].[Fe+3].[Fe].[Na]